[(1S)-2-[[2-[(2S)-2-[tert-butyl(dimethyl)silyl]oxypropyl]-5-ethoxy-4-iodo-pyrazol-3-yl]methyl-cyclopropyl-amino]-1-methyl-ethyl] methanesulfonate CS(=O)(=O)O[C@H](CN(C1CC1)CC=1N(N=C(C1I)OCC)C[C@H](C)O[Si](C)(C)C(C)(C)C)C